2-(2-Boc-hydrazino)-3-ethylheptanoic acid C(=O)(OC(C)(C)C)NNC(C(=O)O)C(CCCC)CC